propanesulfonyl-aminopropyl-silane C(CC)S(=O)(=O)[SiH2]CCCN